5-[6-(3,8-Diazabicyclo[3.2.1]octan-3-yl)-3-pyridyl]-3-[3-[[ethyl(methyl)sulfamoyl]amino]-2,6-difluoro-benzoyl]-1H-pyrrolo[2,3-b]pyridine C12CN(CC(CC1)N2)C2=CC=C(C=N2)C=2C=C1C(=NC2)NC=C1C(C1=C(C(=CC=C1F)NS(N(C)CC)(=O)=O)F)=O